3-((5'-(2H-Indazol-2-yl)-2'-(1H-tetrazol-5-yl)-[1,1'-biphenyl]-4-yl)methyl)-2-ethyl-5,7-dimethyl-3H-imidazo[4,5-b]pyridine N=1N(C=C2C=CC=CC12)C=1C=CC(=C(C1)C1=CC=C(C=C1)CN1C(=NC=2C1=NC(=CC2C)C)CC)C2=NN=NN2